3-(6-Methoxypyridazin-3-yl)-3-(5-(2-(5,6,7,8-tetrahydro-1,8-naphthyridin-2-yl)ethoxy)-1H-indazol-1-yl)propanoic acid COC1=CC=C(N=N1)C(CC(=O)O)N1N=CC2=CC(=CC=C12)OCCC1=NC=2NCCCC2C=C1